1-(6-p-toluenesulfonyl-imidazo[4,5-d]pyrrolo[2,3-b]pyridine-1(6H)-yl)piperidin-4-ol CC1=CC=C(C=C1)S(=O)(=O)N1C=CC=2C1=NC=C1C2N(C=N1)N1CCC(CC1)O